C(C)(C)(C)NC(C1=CC=C(C=C1)NC1=NC(=NC(=N1)Cl)Cl)=O N-tert-butyl-4-[(4,6-dichloro-1,3,5-triazine-2-yl)amino]benzamide